CC[C@H]1CC2=CC(=C3C(=C2C(=O)C1)C(=O)C4=C(C3=O)C(=CC=C4)O)O The molecule is a carbopolycyclic compound that is 3,4-dihydrotetraphene-1,7,12(2H)-trione substituted by hydroxy groups at positions 6 and 8 and an ethyl group at position 3 (the S stereoisomer). It is isolated from the culture broth of Nocardia brasiliensis and exhibits antibacterial activity against Gram-positive bacteria. It is also active against the multiple drug-resistant P388/ADR tumour cells. It has a role as a metabolite, an antibacterial agent, an antimicrobial agent and an antineoplastic agent. It is a polyphenol, a carbopolycyclic compound and a member of p-quinones.